2-[2-(2-chloro-4,5-difluoro-phenyl)-benzimidazol-1-yl]-2,N-dicyclohexyl-acetamide ClC1=C(C=C(C(=C1)F)F)C1=NC2=C(N1C(C(=O)NC1CCCCC1)C1CCCCC1)C=CC=C2